N-(4-(4-methoxystyryl)thiazol-2-yl)-1-(pyridin-4-ylmethyl)-1H-pyrrole-2-carboxamide COC1=CC=C(C=CC=2N=C(SC2)NC(=O)C=2N(C=CC2)CC2=CC=NC=C2)C=C1